N,N-dimethyltetrahydrofurfurylamine CN(C)CC1CCCO1